[Cl-].ClC=1C=C(C(=O)NCC2CC(C2)[NH3+])C=C(C1)F (1s,3s)-3-((3-chloro-5-fluorobenzamido)methyl)cyclobutan-1-aminium chloride